C(O)CN.C(O)CN.FC(C=1C=C(C=C(C1)C(F)(F)F)NC(=O)C1=C(C=CC(=C1)Cl)OP(=O)(O)O)(F)F.ClC1=CC=C(C2=CC=CC=C12)Cl 1,4-dichloronaphthalene 2-((3,5-bis(trifluoromethyl)phenyl)carbamoyl)-4-chlorophenyl-HydrogenPhosphate BisEthanolamine Salt